4-(4-((2-(2,3-dihydrobenzo[b][1,4]dioxin-6-yl)pyrrolidin-1-yl)methyl)-2-methylphenyl)-3-methylpyridine O1C2=C(OCC1)C=C(C=C2)C2N(CCC2)CC2=CC(=C(C=C2)C2=C(C=NC=C2)C)C